6-chloro-3-(2,2,2-trifluoro-1-phenylethyl)-4H-chromen-4-one ClC=1C=C2C(C(=COC2=CC1)C(C(F)(F)F)C1=CC=CC=C1)=O